OC1CCC(CC1)(C(F)(F)F)CN1C(N(C=2N=CN(C2C1=O)CC(F)(F)F)C)=O 1-(((1R,4R)-4-hydroxy-(trifluoromethyl)cyclohexyl)methyl)-3-methyl-7-(2,2,2-trifluoroethyl)-1H-purine-2,6(3H,7H)-dione